5-(2,4-dihydroxy-5-isopropylphenyl)-4-(1-methyl-1H-indol-5-yl)-2,4-dihydro-3H-1,2,4-triazol-3-one OC1=C(C=C(C(=C1)O)C(C)C)C=1N(C(NN1)=O)C=1C=C2C=CN(C2=CC1)C